[2H]C([2H])(CO)CO 1,3-propane-2,2-d2-diol